FC1=CC=C2C(=CNC2=C1)S(=O)(=O)C1=CC(=CC=C1)N1CCNCC1 6-fluoro-3-((3-(piperazin-1-yl)phenyl)sulfonyl)-1H-indole